N1(C=NC=C1)C1=CC(=CC(=N1)C(=O)N[C@@H]1CN(CC1)C(=O)OC(C)(C)C)C tert-butyl (S)-3-(6-(1H-imidazol-1-yl)-4-methylpicolinamido)pyrrolidine-1-carboxylate